cyclopentyl-(1-(pyridin-2-ylethynyl)-3-azabicyclo[3.1.0]hexan-3-yl)methanone C1(CCCC1)C(=O)N1CC2(CC2C1)C#CC1=NC=CC=C1